NC1(C(C2C(CNC2)C1)CCCB(O)O)C(=O)O 5-amino-4-(3-boronopropyl)octahydrocyclopenta[c]pyrrole-5-carboxylic acid